N-[(1R)-1-[3-fluoro-6-(4-methylpiperazin-1-yl)pyridin-2-yl]ethyl]propionamide FC=1C(=NC(=CC1)N1CCN(CC1)C)[C@@H](C)NC(CC)=O